ClC=1C=C(C=C(C1)NS(=O)(=O)C)NC(=O)C1=CN(C(=C1)C)C1=NC=C(C=C1F)N1CC2(CC2(F)F)CC1 N-(3-chloro-5-(methylsulfonylamino)phenyl)-1-(5-(1,1-difluoro-5-azaspiro[2.4]hept-5-yl)-3-fluoropyridin-2-yl)-5-methyl-1H-pyrrole-3-carboxamide